C1(CC1)C1CCC(CC1)CN1[C@@H]([C@H]([C@@H]([C@H](C1)O)O)O)CO (2R,3R,4R,5S)-1-(((1r,4R)-4-cyclopropylcyclohexyl)methyl)-2-(hydroxymethyl)piperidine-3,4,5-triol